CC=1C=C2CC(CC2=CC1)NC1=NC=C(C=N1)C(=O)N1CCC12COC2 (2-((5-methyl-2,3-dihydro-1H-inden-2-yl)amino)pyrimidin-5-yl)(6-oxa-1-azaspiro[3.3]hept-1-yl)methanone